2-hydroxy-4-diethylamino-2'-carboxybenzophenone OC1=C(C(=O)C2=C(C=CC=C2)C(=O)O)C=CC(=C1)N(CC)CC